CN(N)C(C)=O N-Methylacetohydrazide